3-ethynyl-1,1-difluoro-cyclobutane C(#C)C1CC(C1)(F)F